ClC=1C=CC(=C(C1)C1=CN=C(S1)[C@@H](C)NC(=O)C1=NN(C(C=C1)=O)C1=C(C=CC=C1)F)CNC N-[(1R)-1-[5-[5-chloro-2-(methylaminomethyl)phenyl]thiazol-2-yl]ethyl]-1-(2-fluorophenyl)-6-oxo-pyridazine-3-carboxamide